ethyl 1-[2-[tert-butoxycarbonyl(methyl)amino]ethyl]-4-nitro-pyrrole-2-carboxylate C(C)(C)(C)OC(=O)N(CCN1C(=CC(=C1)[N+](=O)[O-])C(=O)OCC)C